[NH4+].NC=1SC(=N[NH+]1)S 2-amino-5-mercapto-1,3,4-thiadiazolium ammonium salt